ClC1=CC(=NC=2N1N=C(C2)C(F)(F)F)C(F)F 7-Chloro-5-(difluoromethyl)-2-(trifluoromethyl)pyrazolo[1,5-a]pyrimidine